tert-Butyl 1-(((tert-butyldimethylsilyl)oxy)methyl)-4-formyl-7-azabicyclo-[2.2.1]heptane-7-carboxylate [Si](C)(C)(C(C)(C)C)OCC12CCC(CC1)(N2C(=O)OC(C)(C)C)C=O